C1(CCCC1)C1=C(C=NC=2N1N=CC2)NC(=O)NC=2C=NC(=C(C2)C)C2=NOC(=N2)CCCCN2CCN(CC2)C=2C=C1CN(C(C1=CC2)=O)C2C(NC(CC2)=O)=O 1-(7-cyclopentylpyrazolo[1,5-a]pyrimidin-6-yl)-3-[6-[5-[4-[4-[2-(2,6-dioxo-3-piperidyl)-1-oxo-isoindolin-5-yl]piperazin-1-yl]butyl]-1,2,4-oxadiazol-3-yl]-5-methyl-3-pyridyl]urea